carboxyl-benzyl-methylenepyruvic acid C(=O)(O)C=C(C(C(=O)O)=O)CC1=CC=CC=C1